Cl.Cl.Cl.C(C)O ethan-1-ol trihydrochloride